3,9,9-Trimethyl-6-(trifluoromethoxy)-9,10-dihydroacridine CC=1C=CC=2C(C3=CC=C(C=C3NC2C1)OC(F)(F)F)(C)C